O1CCN(CCC1)C[B-](F)(F)F.[K+] potassium (1,4-oxazepan-4-yl)methyltrifluoroborate